O[C@H](C(C(=O)OC)=C)C methyl (3S)-3-hydroxy-2-methylenebutyrate